N-[3-[(2,3-dihydroxypropyl)(3-decyloxypropyl)amino]propyl]isostearamide OC(CN(CCCNC(CCCCCCCCCCCCCCC(C)C)=O)CCCOCCCCCCCCCC)CO